4-(4,5-dichloropyridin-2-yl)-1H-1,2,3-triazole ClC1=CC(=NC=C1Cl)C=1N=NNC1